COC=1C=C2C(=NC=NC2=CC1OC)CCCCCN 5-(6,7-Dimethoxyquinazolin-4-yl)pentan-1-amine